6-amino-2-chloro-3-(3-pyridin-4-yl-propoxy)-benzamide NC1=CC=C(C(=C1C(=O)N)Cl)OCCCC1=CC=NC=C1